FC(C=1C=C(O[C@@H](C)C2CC(CC(C2)=O)=O)C=C(C1)C(F)(F)F)(F)F (S)-5-(1-(3,5-BIS(TRIFLUORoMETHYL)PHENOXY)ETHYL)CYCLOHEXAN-1,3-DION